3,5-Bis(dodecyloxy)benzyl 4-(4-(2-hydroxyethyl)piperazin-1-yl)butanoate OCCN1CCN(CC1)CCCC(=O)OCC1=CC(=CC(=C1)OCCCCCCCCCCCC)OCCCCCCCCCCCC